ClC=1C(=NC(=NC1)NC1=C(C=C2CCN(CC2=C1)C)OC)N1CC(C2=CC=CC=C12)(C(=O)O)CO 1-(5-Chloro-2-((6-methoxy-2-methyl-1,2,3,4-tetrahydroisoquinolin-7-yl)amino)pyrimidin-4-yl)-3-(hydroxymethyl)indoline-3-carboxylic acid